CC1=C(C=CC=C1C)C=1C=CC(=C(C#N)C1)C(=O)N1[C@@H](C\C(\C1)=N/OC)CO 5-(2,3-Dimethylphenyl)-2-[(2S,4E)-2-(hydroxymethyl)-4-(methoxyimino)pyrrolidine-1-carbonyl]benzonitrile